NC1=NC=C(C=N1)C=1N=C(C2=C(N1)C(=C(S2)C(=O)N2CCC(CC2)N2N=CC(=C2)C=2C=C1CC[C@@H](N(C1=CC2)C(C)=O)C)C)N2CCOCC2 (S)-1-(6-(1-(1-(2-(2-Aminopyrimidin-5-yl)-7-methyl-4-morpholinothieno[3,2-d]pyrimidine-6-carbonyl)piperidin-4-yl)-1H-pyrazol-4-yl)-2-methyl-3,4-dihydroquinolin-1(2H)-yl)ethan-1-one